TETRAHYDROFURAN-2-ONE O1C(CCC1)=O